6-(difluoromethoxy)-N-((2-(6-((cis)-2,6-dimethylmorpholino)pyridin-2-yl)-1,6-naphthyridin-7-yl)methyl)nicotinamide FC(OC1=NC=C(C(=O)NCC2=NC=C3C=CC(=NC3=C2)C2=NC(=CC=C2)N2C[C@@H](O[C@@H](C2)C)C)C=C1)F